N-(5-((6-Methoxy-7-(3-morpholinopropoxy)chinolin-4-yl)oxy)pyridin-2-yl)-4-(trifluoromethyl)picolinamid COC=1C=C2C(=CC=NC2=CC1OCCCN1CCOCC1)OC=1C=CC(=NC1)NC(C1=NC=CC(=C1)C(F)(F)F)=O